C(C1=CC=CC=C1)N1CCC(=C(C1)B1OC(C(O1)(C)C)(C)C)CC 1-benzyl-4-ethyl-5-(4,4,5,5-tetramethyl-1,3,2-dioxaborolan-2-yl)-3,6-dihydro-2H-pyridine